4-iodothiophene-2-carbaldehyde IC=1C=C(SC1)C=O